C(C1=CC=CC=C1)OC=1C(=C(C=CC1OC)C(CNC(\C=C\C1=CC2=C(OCO2)C=C1C)=O)C)OC (E)-N-[2-(3-benzyloxy-2,4-dimethoxy-phenyl)propyl]-3-(6-methyl-1,3-benzodioxol-5-yl)prop-2-enamide